C1(CCCC1)OC=1C=C(C(=O)O)C=C(C1C(NS(=O)(=O)C1(CC1)C)=O)C(F)(F)F 3-(cyclopentyloxy)-4-(((1-methylcyclopropyl)sulfonyl)carbamoyl)-5-(trifluoromethyl)benzoic acid